4-(5-(trifluoromethyl)pyrimidin-2-yl)piperazine-1-carboxylic acid tert.Butyl ester C(C)(C)(C)OC(=O)N1CCN(CC1)C1=NC=C(C=N1)C(F)(F)F